4-hydroxy-indoline OC1=C2CCNC2=CC=C1